C([O-])([O-])=O.[K+].ClC=1C=C2C(=NC1C1=NC=CC=N1)N(C=C2)C.[K+] 5-chloro-1-methyl-6-(pyrimidin-2-yl)-1H-pyrrolo[2,3-b]pyridine Potassium carbonate